tert-butyl (1S,4R,5S)-1-fluoro-4-vinyl-3,8-diazabicyclo[3.2.1]octane-8-carboxylate F[C@]12CN[C@@H]([C@H](CC1)N2C(=O)OC(C)(C)C)C=C